FC(C=1C=C(CSC(=S)N2CCN(CC2)C(=O)OC2=C(C=CC=C2)C(C)=O)C=C(C1)C(F)(F)F)(F)F 2-acetylphenyl 4-(((3,5-bis(trifluoromethyl)benzyl)thio)carbonothioyl)piperazine-1-carboxylate